C(#N)C1=CC=C(C=C1)NS(=O)(=O)C1=CNC2=CC(=CC=C12)S(=O)(=O)C N-(4-cyanophenyl)-6-(methylsulfonyl)-1H-indole-3-sulphonamide